DIOXOL-5-CARBOXAMID O1COC=C1C(=O)N